1-((2-(4-(Pyrimidin-2-yl)piperazine-1-carbonyl)pyridin-6-yl)methyl)quinazoline-2,4(1H,3H)-dione N1=C(N=CC=C1)N1CCN(CC1)C(=O)C1=NC(=CC=C1)CN1C(NC(C2=CC=CC=C12)=O)=O